N-methyl-pipecolic acid CN1C(CCCC1)C(=O)O